5-(((1R)-1-(2-(aminomethyl)-5-fluoro-2-(methoxymethyl)-2,3-dihydrobenzofuran-7-yl)ethyl)amino)pyrazolo[1,5-a]pyrimidine-3-carboxylic acid NCC1(OC2=C(C1)C=C(C=C2[C@@H](C)NC2=NC=1N(C=C2)N=CC1C(=O)O)F)COC